C(CCC)[P](CCCCCCCC)(CCCC)CCCC Tributyl-octyl-phosphorus